pimeloyl-arginine C(CCCCCC(=O)O)(=O)N[C@@H](CCCNC(N)=N)C(=O)O